C(C)(C)N1CC(N(C2(CN(C2)C(=O)N)C1=O)CC1=CC=C(C=C1)C(F)(F)F)=O 8-isopropyl-6,9-dioxo-5-(4-(trifluoromethyl)benzyl)-2,5,8-triazaspiro[3.5]nonane-2-carboxamide